ClC1=C(C=C2C(NC(C2=C1)=O)C)C(F)(F)F 6-Chloro-3-methyl-5-(trifluoromethyl)isoindolin-1-one